OC1(CCCCC1)C(=O)C1=CC=CC=C1 1-hydroxy-cyclohexyl-1-phenyl-methanone